(R)-1-(4-(5-(pyrrolidin-3-yl)-1,2,4-oxadiazol-3-yl)phenyl)ethan-1-one O-(4-(trifluoromethyl)benzyl) oxime hydrochloride Cl.FC(C1=CC=C(CON=C(C)C2=CC=C(C=C2)C2=NOC(=N2)[C@H]2CNCC2)C=C1)(F)F